C(C)(C)(C)OC(=O)N1CCN(CCN(CCN(CC1)CC(OCC=C)=O)C(=O)OC(C)(C)C)CC(=O)OCC=C 4,10-bis(2-(allyloxy)-2-oxoethyl)-1,4,7,10-tetraazacyclododecane-1,7-dicarboxylic acid di-tert-butyl ester